methyl (R)-2-(1-(6-(5-(((5-cyclopropyl-1,2,4-oxadiazol-3-yl)amino)methyl)-1-methyl-1H-1,2,3-triazol-4-yl)-2-ethylpyridin-3-yl)-5,5-difluoropiperidin-3-yl)acetate C1(CC1)C1=NC(=NO1)NCC1=C(N=NN1C)C1=CC=C(C(=N1)CC)N1C[C@@H](CC(C1)(F)F)CC(=O)OC